4-((1H-imidazol-1-yl)methyl)-1-(4-fluorophenethyl)-1H-1,2,3-triazole N1(C=NC=C1)CC=1N=NN(C1)CCC1=CC=C(C=C1)F